7-Hydroxy-7-(4-((1-methylpiperidine-4-carbonyl)oxy)butyl)tridecane OC(CCCCCC)(CCCCCC)CCCCOC(=O)C1CCN(CC1)C